CN(CCCN1C(=NCCC1)C)C 1-(3-dimethylaminopropyl)-2-methyl-1,4,5,6-tetrahydropyrimidine